(S)-7-hydroxy-2-((S)-tetrahydrofuran-2-yl)chromen-4-one OC1=CC=C2C(C=C(OC2=C1)[C@H]1OCCC1)=O